NC(CP(O)(O)=O)CCCCCC 2-aminooctyl-phosphonic acid